CN1C(N(C2=C1C=C(C=C2)N(CC2CCNCC2)C)N2C(CCCC2=O)=O)=O (3-methyl-5-(methyl-(piperidin-4-ylmethyl)amino)-2-oxo-2,3-dihydro-1H-benzo[d]imidazol-1-yl)piperidine-2,6-dione